CSC1=CC=C(C=C1)C#CC1=CC=C(C=C1)[C@H](C)N (S)-1-(4-((4-(methylthio)phenyl)ethynyl)phenyl)ethan-1-amine